ClC1=NC(=CC(=C1)NC(=O)C1=CC2=C(S1)C=CC(=C2)C(C)(C)S(=O)(=O)C)OC=2C=NC(=CC2)Cl N-(2-Chloro-6-((6-chloropyridin-3-yl)oxy)pyridin-4-yl)-5-(2-(methylsulfonyl)propan-2-yl)benzo[b]thiophen-2-carboxamid